FC(C=1C=CC2=C(NC(N2)=O)C1)(F)F 6-(trifluoromethyl)-1H-benzo[d]imidazol-2(3H)-one